5-chloro-2-(6-fluoro-chroman-4-yl)-N-(2-oxo-1,2-dihydropyridin-4-yl)-4-(trifluoromethyl)benzamide ClC=1C(=CC(=C(C(=O)NC2=CC(NC=C2)=O)C1)C1CCOC2=CC=C(C=C12)F)C(F)(F)F